niobium-zinc-niobium-tin-lead [Pb].[Sn].[Nb].[Zn].[Nb]